(S)-N-(7-(2-(1-amino-2-(3,5-difluorophenyl)ethyl)-7-(1,1-difluoroethyl)-4-oxoquinazolin-3(4H)-yl)-4-chloro-1-methyl-1H-indazol-3-yl)methanesulfonamide N[C@@H](CC1=CC(=CC(=C1)F)F)C1=NC2=CC(=CC=C2C(N1C=1C=CC(=C2C(=NN(C12)C)NS(=O)(=O)C)Cl)=O)C(C)(F)F